6,7-dimethyl-2-phenylbenzoxazole-13C CC1=C(C2=C(N=[13C](O2)C2=CC=CC=C2)C=C1)C